O=C1NC2(C(N1C1=NC(=CN=C1)C(F)(F)F)=O)CCN(CC2)C(=O)OC(C)(C)C tert-butyl 2,4-dioxo-3-(6-(trifluoromethyl)pyrazin-2-yl)-1,3,8-triazaspiro[4.5]decane-8-carboxylate